(3aR,5s,6aS)-N-(4-(difluoromethyl)-6-(2-methyl-2H-indazol-5-yl)pyridazin-3-yl)-2-((tetrahydro-2H-pyran-4-yl)methyl)octahydrocyclopenta[c]pyrrol-5-amine FC(C1=C(N=NC(=C1)C1=CC2=CN(N=C2C=C1)C)NC1C[C@@H]2[C@@H](CN(C2)CC2CCOCC2)C1)F